N-(4-((2,7-diazaspiro[4.4]nonan-2-yl)sulfonyl)-2-fluorophenyl)-8-isopropoxy-7-(1H-pyrazol-4-yl)-[1,2,4]triazolo[1,5-c]pyrimidin-2-amine C1N(CCC12CNCC2)S(=O)(=O)C2=CC(=C(C=C2)NC2=NN1C=NC(=C(C1=N2)OC(C)C)C=2C=NNC2)F